BrC=1N=C(OC1C1=CNC2=CC=CC=C12)C1CCCCC1 3-(4-bromo-2-cyclohexyloxazol-5-yl)-indole